CC1=C(OC2=C1C=C(C=C2)S(N(C2=C(C=CC=C2)N2CCN(CC2)C(C2=CC=C(C=C2)C(F)(F)F)=O)CCC2=CC=CC=C2)(=O)=O)C(=O)O 3-methyl-5-(N-phenethyl-N-(2-(4-(4-(trifluoromethyl)benzoyl)piperazin-1-yl)phenyl)sulfamoyl)benzofuran-2-carboxylic acid